(R)-4-(1-((5-methoxy-7-methyl-1H-indol-4-yl)methyl)-4-propylpiperazin-2-yl)benzoic acid COC=1C(=C2C=CNC2=C(C1)C)CN1[C@@H](CN(CC1)CCC)C1=CC=C(C(=O)O)C=C1